2-amino-4-chloro-8-(4-methoxybenzyl)pteridin-7(8H)-one NC1=NC=2N(C(C=NC2C(=N1)Cl)=O)CC1=CC=C(C=C1)OC